N-(2-(1-cyclopropyl-1H-pyrazol-4-yl)-3-fluoropyridin-4-yl)-5-isopropyl-8-((2R,3S)-2-methyl-3-((methylsulfonyl)methyl)azetidin-1-yl)isoquinolin-3-amine C1(CC1)N1N=CC(=C1)C1=NC=CC(=C1F)NC=1N=CC2=C(C=CC(=C2C1)C(C)C)N1[C@@H]([C@H](C1)CS(=O)(=O)C)C